2-[3-(N-benzyl-N-methylamino)propyl]-1-phenyl-2,3,4,9-tetrahydro-1H-pyrido[3,4-b]indole C(C1=CC=CC=C1)N(C)CCCN1C(C=2NC3=CC=CC=C3C2CC1)C1=CC=CC=C1